4-((3-(4-(((1S,4S)-4-(3-oxa-9-azaspiro[5.5]undecan-9-yl)cyclohexyl)amino)-1-(2,2,2-trifluoroethyl)-1H-indol-2-yl)prop-2-yn-1-yl)amino)-3-methoxybenzene-sulfonamide C1COCCC12CCN(CC2)C2CCC(CC2)NC2=C1C=C(N(C1=CC=C2)CC(F)(F)F)C#CCNC2=C(C=C(C=C2)S(=O)(=O)N)OC